5'-Fluoro-6',7'-dimethoxy-8'-methyl-2',3'-dihydro-1'H-spiro[cyclopropane-1,4'-isoquinoline]-1'-one FC1=C2C3(CNC(C2=C(C(=C1OC)OC)C)=O)CC3